CC1=NC(=CC(=N1)OC=1C=C(C#N)C=CC1N1N=CC=2CNCCC21)N2CCCCC2 3-(2-methyl-6-piperidin-1-ylpyrimidin-4-yl)oxy-4-(4,5,6,7-tetrahydropyrazolo[4,3-c]pyridin-1-yl)benzonitrile